C(C)OC(CC(=O)NCC1=CC(=CC=C1)OC)=O 3-((3-methoxybenzyl)amino)-3-oxopropanoic acid ethyl ester